((1R,4R)-4-((benzyloxy)methyl)cyclohexyl)-2-bromoethanone C(C1=CC=CC=C1)OCC1CCC(CC1)C(CBr)=O